COC([C@H](CC(C)C)NC([C@H](CC1=NC2=C(N1C)C=CC(=C2)N(CCCl)CCCl)N)=O)=O (2S)-2-[[(2S)-2-amino-3-[5-[bis(2-chloroethyl)amino]-1-methyl-benzimidazol-2-yl]propionyl]amino]-4-methyl-pentanoic acid methyl ester